ClC1=CN(C=2N=NC(=CC21)C(=O)NC2CC=1C=C(C(=NC1CC2)N2CCC1C2CNC1)F)CC 5-chloro-7-ethyl-N-(3-fluoro-2-{octahydropyrrolo[2,3-c]pyrrol-1-yl}-5,6,7,8-tetrahydroquinolin-6-yl)-7H-pyrrolo[2,3-c]pyridazine-3-carboxamide